C(C)(C)(C)[Si](OCCNC(OC1=CC=CC=C1)=O)(C)C phenyl (2-((tertbutyldimethylsilyl)oxy)ethyl)carbamate